1,1,2,2,3,3-hexafluoropropane FC(C(C(F)F)(F)F)F